Cl.FC(F)(F)N1C=NC2=C1C=1OC=CC(C1C=C2)=O (trifluoromethyl)chromeno[7,8-d]imidazol-6(1H)-one hydrochloride